C(C1=CC(=C(C=C1)O)C(C)(C)C)C1=CC(=C(C=C1)O)C(C)(C)C 4,4'-methylene-bis-(2-tert-butylphenol)